perfluoro-[1,1'-biphenyl] FC1=C(C(=C(C(=C1F)F)F)F)C1=C(C(=C(C(=C1F)F)F)F)F